COC=1C=C(C=C(C1OC)OC)N1C=NC(=C1)NC1=NC(=NC2=CC=CC=C12)N1[C@@H](CCC1)C(=O)N (S)-1-(4-((1-(3,4,5-trimethoxyphenyl)-1H-imidazol-4-yl)amino)quinazolin-2-yl)pyrrolidine-2-carboxamide